(4-fluoro-4-(2-(trifluoromethyl)phenyl)piperidin-1-yl)(4,5,6,7-tetrahydro-1H-pyrazolo[4,3-c]pyridin-3-yl)methanone FC1(CCN(CC1)C(=O)C1=NNC2=C1CNCC2)C2=C(C=CC=C2)C(F)(F)F